C(#N)C1=NC(=NC=C1)N1CCN(CC1)C(=O)OC(C)(C)C tert-Butyl 4-(4-cyanopyrimidin-2-yl)piperazine-1-carboxylate